Cl.ClC1=CC(=CC(=N1)C1=CC(=NC=N1)C(=O)NC)C1CNCC(O1)C(F)(F)F 6-(6-chloro-4-(6-(trifluoromethyl)morpholin-2-yl)pyridin-2-yl)-N-methylpyrimidine-4-carboxamide hydrochloride